5-(2-methoxyethyl)-6-methylcyanopyridine COCCC=1C=CC(=NC1C)C#N